C1(=NC=CC2=CC=CC=C12)CN1CCC(CC1)C=1C=C2CN(C(C2=CC1)=O)C1C(NC(CC1)=O)=O 3-(5-(1-(isoquinolin-1-ylmethyl)piperidin-4-yl)-1-oxoisoindolin-2-yl)piperidine-2,6-dione